dimethyl 4-[3-[[1-(4-tert-butoxycarbonylphenyl)-4-piperidyl]methyl-ethyl-amino]cyclobutoxy]benzene-1,2-dicarboxylate C(C)(C)(C)OC(=O)C1=CC=C(C=C1)N1CCC(CC1)CN(C1CC(C1)OC=1C=C(C(=CC1)C(=O)OC)C(=O)OC)CC